(7-azetidin-1-yl-4-methoxy-thiazolo[4,5-c]pyridin-2-yl)-amid N1(CCC1)C=1C2=C(C(=NC1)OC)N=C(S2)[NH-]